CN(C(CN1/C(/SCCC1)=N/C(=O)C1=CN(C2=NC=CC=C21)COCC[Si](C)(C)C)=O)C (Z)-N-(3-(2-(Dimethylamino)-2-oxoethyl)-1,3-thiazinan-2-ylidene)-1-((2-(trimethylsilyl)ethoxy)methyl)-1H-pyrrolo[2,3-b]pyridine-3-carboxamide